OC=1C=2N(C=C(C1)C=1N=NN(C1C)C1CCN(CC1)C1COC1)N=CC2C#N 4-hydroxy-6-{5-methyl-1-[1-(oxetan-3-yl)piperidin-4-yl]-1,2,3-triazol-4-yl}pyrazolo[1,5-a]pyridine-3-carbonitrile